C(C1=CC=CC=C1)OC(=O)N[C@H](C(=O)OC)CC1CC1 methyl (S)-2-(((benzyloxy)carbonyl)amino)-3-cyclopropylpropanoate